(1S,2S)-2-(5-tert-Butoxycarbonylamino-pyridin-2-yl)-cyclopropanecarboxylic acid methyl ester COC(=O)[C@@H]1[C@H](C1)C1=NC=C(C=C1)NC(=O)OC(C)(C)C